tert-butyl-[(4-fluoro-5-methoxy-2-pyridinyl)methoxy]-dimethyl-silane C(C)(C)(C)[Si](C)(C)OCC1=NC=C(C(=C1)F)OC